CC1=C(/C(=C/C2=C(C(=C(N2)/C=C\\3/C(=C(/C(=C/C4=NC(=O)C(=C4C)C=C)/N3)C=C)C)C)CCC(=O)[O-])/NC1=O)CCC(=O)[O-] The molecule is a linear tetrapyrrole anion obtained by deprotonation of the two carboxy groups of biliverdin beta; major species at pH 7.3. It is a dicarboxylic acid dianion and a linear tetrapyrrole anion. It is a conjugate base of a biliverdin beta.